(R)-2-(3-(1-aminoethyl)-2-fluorophenyl)-2,2-difluoroethane-1-ol hydrochloride Cl.N[C@H](C)C=1C(=C(C=CC1)C(CO)(F)F)F